FC1=CC=C(C=C1)N1C(C(=NC(=C1C)C)C(=O)N)=O 4-(4-fluorophenyl)-5,6-dimethyl-3-oxopyrazine-2-carboxamide